N-(2-((4-(2-((3-(1H-Imidazol-1-yl)benzyl)(cyclopropylmethyl)amino)ethyl)phenyl)carbamoyl)-4,5-dimethoxyphenyl)-4-oxo-4H-chromene-2-carboxamide N1(C=NC=C1)C=1C=C(CN(CCC2=CC=C(C=C2)NC(=O)C2=C(C=C(C(=C2)OC)OC)NC(=O)C=2OC3=CC=CC=C3C(C2)=O)CC2CC2)C=CC1